CC=1NC(=C(C(C1C(=O)O)C1=CSC2=C1C=NC=C2)[N+](=O)[O-])C 1,4-Dihydro-2,6-dimethyl-5-nitro-4-[thieno[3,2-c]pyridin-3-yl]-3-pyridinecarboxylic acid